N[C@@H]([C@H]([C@H](C=O)O)O)[C@H](O)C 4-amino-4,6-dideoxy-D-allose